P(=O)(OC)(OC[C@H](CCCCCCCCCCCCCCCCCC)OCC1=CC(=CC(=C1)C#N)Cl)OC1=C(C=CC=C1)Cl methyl ((S)-2-((3-chloro-5-cyanobenzyl) oxy) eicosyl) (2-chlorophenyl) phosphate